[(1S)-3-[(2S)-2-[[5-(5-hydroxy-1-tetrahydropyran-2-yl-indazol-3-yl)-3-pyridyl]oxy]propoxy]-1-methyl-propyl]methanesulfonate OC=1C=C2C(=NN(C2=CC1)C1OCCCC1)C=1C=C(C=NC1)O[C@H](COCC[C@H](C)CS(=O)(=O)[O-])C